ethyl 4-amino-1-(2-amino-2-oxoethyl)-3-fluoro-1H-pyrrole-2-carboxylate NC=1C(=C(N(C1)CC(=O)N)C(=O)OCC)F